(R)-1-(6-(3-hydroxypyrrolidin-1-yl)pyridin-3-yl)-1H-benzo[d]imidazol-2(3H)-one O[C@H]1CN(CC1)C1=CC=C(C=N1)N1C(NC2=C1C=CC=C2)=O